trans-2-methyl-5-[[4-[(3S)-3-pyrazin-2-ylisoxazolidine-2-carbonyl]cyclohexyl]methyl]benzamide CC1=C(C(=O)N)C=C(C=C1)C[C@@H]1CC[C@H](CC1)C(=O)N1OCC[C@H]1C1=NC=CN=C1